BrC1=CC=C(C=C1)/C=C/C1=NC=CC=C1 (E)-2-(4-bromophenyl)vinylpyridine